CS(=O)[O-].[Na+] sodium methanesulfinate salt